C(CCCCCCCC)N(CCCCCCCCC)CC N,N-di-nonyl-monoethyl-amine